2-[1-(3-aminopropyl)-4-[4-[2-chloro-4-[[5-(2,3-difluoro-4-methoxy-phenyl)-1-methyl-imidazole-2-carbonyl]amino]benzoyl]piperazine-1-carbonyl]piperidin-1-ium-1-yl]acetic acid NCCC[N+]1(CCC(CC1)C(=O)N1CCN(CC1)C(C1=C(C=C(C=C1)NC(=O)C=1N(C(=CN1)C1=C(C(=C(C=C1)OC)F)F)C)Cl)=O)CC(=O)O